C1(=CC=CC=C1)C1=NC2=C(C=C1)NC(=N2)O phenylimidazopyridinol